C(C)(C)(C)OC(=O)N1CCC(CC1)OC1CC(C1)OC1=NC=CC(=C1)N1C2CN(CC1CC2)C(=O)OCC2=CC=CC=C2 benzyl 8-[2-[3-[(1-tert-butoxycarbonyl-4-piperidyl)oxy]cyclobutoxy]-4-pyridyl]-3,8-diazabicyclo[3.2.1]octane-3-carboxylate